FC1=CC(=C2C=C(NC2=C1)C(=O)N1CC=2N(CC1C)N=CC2C(=O)N[C@@H](C(F)(F)F)C)C 5-(6-fluoro-4-methyl-1H-indole-2-carbonyl)-6-methyl-N-[(2R)-1,1,1-trifluoropropan-2-yl]-4H,5H,6H,7H-pyrazolo[1,5-a]pyrazine-3-carboxamide